BrC1=NNC2=CC(=CC(=C12)Cl)C1=CC=C(C=C1)N1CCOCC1 bromo-4-chloro-6-(4-morpholin-4-ylphenyl)indazol